O=C1NC(CCC1N1C(C2=CC=CC(=C2C1=O)NC(CCCCCCCCC(=O)NC1=C2C(N(C(C2=CC=C1)=O)C1C(NC(CC1)=O)=O)=O)=O)=O)=O N1,N10-bis(2-(2,6-Dioxopiperidin-3-yl)-1,3-dioxoisoindolin-4-yl)decanediamide